ClC=1C(=C(C(=NC1C1=CC=C(C=C1)F)C(CNC(OC(C)(C)C)=O)(C(F)(F)F)O)F)C(C)(C)O T-Butyl {2-[5-Chloro-3-Fluoro-6-(4-Fluorophenyl)-4-(2-Hydroxypropan-2-yl)Pyridin-2-yl]-3,3,3-Trifluoro-2-Hydroxypropyl}Carbamate